CN(C)CC1(COCC1)C=O 3-[(DIMETHYLAMINO)METHYL]OXOLANE-3-CARBALDEHYDE